(S)-3-((2-chloro-5-fluoropyrimidin-4-yl)amino)piperidine-1-carboxylic acid tert-butyl ester C(C)(C)(C)OC(=O)N1C[C@H](CCC1)NC1=NC(=NC=C1F)Cl